FC(C1=C(C=CC(=C1)C(F)(F)F)C=1C=2N(C(=NN1)N[C@H]1CN(CCC1)CCO)C=CC2)(F)F 2-[(3R)-3-({1-[2,4-bis(trifluoromethyl)phenyl]pyrrolo[1,2-d][1,2,4]triazin-4-yl}amino)piperidin-1-yl]ethan-1-ol